C12(CC3CC(CC(C1)C3)C2)NC(CN)=O N-(adamantan-1-yl)-2-aminoacetamide